Cl.CN(CC1C(OCC1)(C1=CC=CC=C1)C1=CC=CC=C1)C TETRAHYDRO-N,N-DIMETHYL-2,2-DIPHENYL-3-FURANMETHANAMINE HYDROCHLORIDE